L-Glutamic acid di-tert-butyl ester C(C)(C)(C)OC([C@@H](N)CCC(=O)OC(C)(C)C)=O